FC1=CC=C(C=C1)S(=O)(=O)NC1=C(C(=O)NC=2SC=CN2)C=CC(=C1)C 2-((4-Fluorophenyl)sulfonamido)-4-methyl-N-(thiazol-2-yl)benzamide